Gallium-lanthanum silicate [Si]([O-])([O-])([O-])[O-].[La+3].[Ga+3]